1-(2-chloro-4-morpholinothieno[3,2-d]pyrimidin-6-yl)ethan-1-ol ClC=1N=C(C2=C(N1)C=C(S2)C(C)O)N2CCOCC2